C(C)(=O)N1CCC(CC1)CNCC1=NC=C(C=C1)C1=NOC(=N1)C(F)(F)F 1-(1-acetylpiperidin-4-yl)-N-({5-[5-(trifluoromethyl)-1,2,4-oxadiazol-3-yl]pyridin-2-yl}methyl)methanamine